CN(C(OC1CCC2(N(C(=NC(=N2)N)N)C2=CC(=CC=C2)Br)CC1)=O)C 2,4-diamino-5-(3-bromophenyl)-1,3,5-triazaspiro[5.5]undec-1,3-dien-9-yl dimethylcarbamate